5-(3H-[1,2,3]Triazolo[4,5-b]pyridin-5-yl)-N-(4-(3,3-difluorocyclobutoxy)phenyl)-2-fluorobenzamide N1=NNC2=NC(=CC=C21)C=2C=CC(=C(C(=O)NC1=CC=C(C=C1)OC1CC(C1)(F)F)C2)F